6-amino-2-(3,5-dichloro-4-((4-methyl-2-(thiophen-3-yl)quinolin-6-yl)oxy)phenyl)-1,2,4-triazine-3,5(2H,4H)-dione NC=1C(NC(N(N1)C1=CC(=C(C(=C1)Cl)OC=1C=C2C(=CC(=NC2=CC1)C1=CSC=C1)C)Cl)=O)=O